6-Chloro-7-(2-fluorophenyl)-4-((2S)-2-methyl-4-(2-propenoyl)-1-piperazinyl)-1-(1-(2-propanyl)-1H-imidazol-2-yl)-2(1H)-quinazolinone ClC=1C=C2C(=NC(N(C2=CC1C1=C(C=CC=C1)F)C=1N(C=CN1)C(C)C)=O)N1[C@H](CN(CC1)C(C=C)=O)C